C(C)(C)(C)OC(C(C)OCCNC=1C=C2C(N(C(C2=CC1)=O)C1C(NC(CC1)=O)=O)=O)=O (2-((2-(2,6-dioxopiperidin-3-yl)-1,3-dioxoisoindolin-5-yl)amino)ethoxy)propanoic acid tert-butyl ester